(R)-3-(isoquinolin-4-yl)-1-(3-methyl-6-(trifluoromethyl)pyridin-2-yl)-2-oxoimidazolidine-4-carbonitrile C1=NC=C(C2=CC=CC=C12)N1C(N(C[C@@H]1C#N)C1=NC(=CC=C1C)C(F)(F)F)=O